FC1=C(C=C(C=N1)C1=NN(C(=N1)[C@H]1C[C@H](CC1)N1CCOCC1)C(C)C)C(F)(F)F ((1S,3R)-3-(3-(6-fluoro-5-(trifluoromethyl)pyridin-3-yl)-1-isopropyl-1H-1,2,4-triazol-5-yl)cyclopentyl)morpholine